2-[14-oxa-2,4,10-triaza-tricyclo[7.5.0.0[3,7]]tetradec-1(9),2,5,7-tetraen-10-yl]benzamide C1=2N=C3NC=CC3=CC2N(CCCO1)C1=C(C(=O)N)C=CC=C1